1-bromo-3-fluoro-5-isopropyl-2-methoxybenzene BrC1=C(C(=CC(=C1)C(C)C)F)OC